(4R,9aS)-5-hydroxy-2-methyl-6,10-dioxo-3,4,6,9,9a,10-hexahydro-2H-1-oxa-4a,8a-diaza-anthracene-7-carboxylic acid OC1=C2C(N3CCC(O[C@H]3CN2C=C(C1=O)C(=O)O)C)=O